ClC(CO)CCCCCCC=CCC=CCCCCC 2-chloro-octadeca-9,12-dien-1-ol